4-t-butylbenzene salicylate (4-t-butylphenyl-salicylate) C(C)(C)(C)C1=CC=C(C=C1)OC=1C(C(=O)O)=CC=CC1.C(C=1C(O)=CC=CC1)(=O)O.C(C)(C)(C)C1=CC=CC=C1